[Na].C1=CC=CC2=CC3=CC4=CC=CC=C4C=C3C=C12 naphthacene sodium